(6aR)-8-acryloyl-4-chloro-3-(2-fluoro-6-hydroxyphenyl)-1-((S)-3-methylmorpholino)-6,6a,7,8,9,10-hexahydro-12H-pyrazino[2,1-c]pyrido[3,4-f][1,4]oxazepin-12-one C(C=C)(=O)N1C[C@@H]2COC3=C(C(N2CC1)=O)C(=NC(=C3Cl)C3=C(C=CC=C3O)F)N3[C@H](COCC3)C